potassium trichloro(ethylene) platinum (II) [Pt+2].ClC=C(Cl)Cl.[K+]